4-(4,6-bis[12-phenylindolo[2,3-a]carbazol-11(12H)-yl]-1,3,5-triazin-2-yl)-benzonitrile C1(=CC=CC=C1)N1C=2C=CC=CC2C=2C1=C1N(C3=CC=CC=C3C1=CC2)C2=NC(=NC(=N2)N2C1=CC=CC=C1C1=CC=C3C(=C21)N(C=2C=CC=CC23)C2=CC=CC=C2)C2=CC=C(C#N)C=C2